N1C=NC2=C1C=CC(=C2)\C=C/2\C(N(C(=N2)SC)C)=O (5Z)-5-(1H-benzimidazol-5-ylmethylene)-3-methyl-2-methylsulfanyl-imidazol-4-one